C(CC)C(=C(C(=O)O)CCC)C(=O)O dipropyl-butenedioic acid